CC1(OB(OC1(C)C)C=1C=CC(=NC1)OC1CC2(C1)CCN(CC2)C(=O)OC(C)(C)C)C tert-butyl 2-[[5-(4,4,5,5-tetramethyl-1,3,2-dioxaborolan-2-yl)-2-pyridyl]oxy]-7-azaspiro[3.5]nonane-7-carboxylate